tert-butyl (4-(benzylsulfonyl)-6-fluoro-2-((2-(methylsulfonyl)pyrimidin-5-yl)oxy)-9H-pyrimido[4,5-b]indol-8-yl)(methyl)carbamate C(C1=CC=CC=C1)S(=O)(=O)C1=NC(=NC=2NC3=C(C=C(C=C3C21)F)N(C(OC(C)(C)C)=O)C)OC=2C=NC(=NC2)S(=O)(=O)C